5,11-DIOXO-5H-INDENO[1,2-C]ISOQUINOLIN O=C1NC2=C(C3=CC=CC=C13)C(C=1C=CC=CC12)=O